COC(=O)C1N(CCCC1)CC=1N=NN(C1)[C@@H](C(C)(C)C)C(=O)N1[C@H](C[C@@H](C1)O)C(NC)=O 1-[[1-[(1S)-1-[(2r,4S)-4-hydroxy-2-(methylcarbamoyl)pyrrolidine-1-carbonyl]-2,2-dimethyl-propyl]triazol-4-yl]methyl]piperidine-2-carboxylic acid methyl ester